N1=CC(=CC=C1)C=1C=NC2=CC=CC=C2C1 3-(pyridin-3-yl)quinoline